[1,2,3]triazol-4-one N=1N=NC(C1)=O